CC=1C=C2C=C(C(OC2=CC1)C1=CC=CC=C1)[N+](=O)[O-] 6-methyl-3-nitro-2-phenyl-2H-chromene